(2R)-N-(4-tert-butylphenyl)-1-cyano-N-[2-(cyclohexylamino)-2-oxo-1-(3-pyridyl)ethyl]-4,4-dimethyl-pyrrolidine-2-carboxamide C(C)(C)(C)C1=CC=C(C=C1)N(C(=O)[C@@H]1N(CC(C1)(C)C)C#N)C(C(=O)NC1CCCCC1)C=1C=NC=CC1